FC(C=1C(=C(C=CC1)[C@@H](C)NC=1C2=C(N=CN1)N(C(C(=C2)C2CCS(CC2)(=O)=N)=O)C)F)F 4-[[(1R)-1-[3-(difluoromethyl)-2-fluoro-phenyl]ethyl]amino]-6-(1-imino-1-oxo-thiacyclohexan-4-yl)-8-methyl-pyrido[2,3-d]pyrimidin-7-one